5-(1-phenyl-2,3-dihydro-1H-benzo[d]pyrrolo[1,2-a]imidazol-7-yl)pyridin-2-amine C1(=CC=CC=C1)C1CCC=2N1C1=C(N2)C=CC(=C1)C=1C=CC(=NC1)N